diisopropoxyaluminum monostearyl-ethyl-acetoacetate C(CCCCCCCCCCCCCCCCC)OC(CC(=O)CCC)=O.C(C)(C)O[Al]OC(C)C